C(#N)C1(CC1)NS(=O)(=O)C=1C=C2C(=NN(C2=C(C1F)N1CCN(CC1)S(=O)(=O)C(C)C)C)C=1SC(=NN1)C(F)(F)F N-(1-Cyanocyclopropyl)-6-fluoro-7-(4-(isopropylsulfonyl)piperazin-1-yl)-methyl-3-(5-(trifluoromethyl)-1,3,4-thiadiazol-2-yl)-1H-indazole-5-sulfonamide